(2S,4R)-1-[(2S)-2-(4-cyclopropyltriazol-1-yl)-3,3-dimethyl-butanoyl]-4-hydroxy-N-[(3R)-1-(4,4,4-trifluorobutanoyl)-3-piperidyl]pyrrolidine-2-carboxamide C1(CC1)C=1N=NN(C1)[C@H](C(=O)N1[C@@H](C[C@H](C1)O)C(=O)N[C@H]1CN(CCC1)C(CCC(F)(F)F)=O)C(C)(C)C